(1S,2S,3S,6R)-6-((2-(4-chlorophenoxy)ethyl)amino)-4-(fluoromethyl)cyclohex-4-ene-1,2,3-triol ClC1=CC=C(OCCN[C@@H]2C=C([C@@H]([C@@H]([C@H]2O)O)O)CF)C=C1